N-(4-Chlorophenyl)-N1-(3-fluorophenyl)-6-morpholin-4-yl-[1,3,5]triazine-2,4-diamine hydrochloride Cl.ClC1=CC=C(C=C1)NC1N(C(=NC(=N1)N)N1CCOCC1)C1=CC(=CC=C1)F